3-(4-chlorothieno[2,3-b]pyridin-2-yl)-2-ethyl-piperidine-1-carboxylic acid benzyl ester C(C1=CC=CC=C1)OC(=O)N1C(C(CCC1)C1=CC=2C(=NC=CC2Cl)S1)CC